5-[4-(1H-benzimidazole-5-carbonyl)-piperazin-1-yl]-4-chloro-benzofuran-2-carboxylic acid N1C=NC2=C1C=CC(=C2)C(=O)N2CCN(CC2)C=2C=CC1=C(C=C(O1)C(=O)O)C2Cl